FC1=C(C=CC(=C1C=1C=C2C=NC(=NC2=CC1)NC1CN(CCC1)C)F)NS(=O)(=O)C=1C=2CCC(C2C=C(C1)F)O N-(2,4-difluoro-3-(2-((1-methylpiperidin-3-yl)amino)quinazolin-6-yl)phenyl)-6-fluoro-1-hydroxy-2,3-dihydro-1H-indene-4-sulfonamide